(R)-1-(4-chloro-3-methoxybenzyl)-3-(2-isopropylphenyl)piperazine barium 2-(tert-butyl)-2-ethyl-malonate C(C)(C)(C)C(C(=O)[O-])(C(=O)[O-])CC.[Ba+2].ClC1=C(C=C(CN2C[C@H](NCC2)C2=C(C=CC=C2)C(C)C)C=C1)OC